4-amino-3,3-difluoro-2-(4-fluorophenyl)butan-2-ol dihydrochloride Cl.Cl.NCC(C(C)(O)C1=CC=C(C=C1)F)(F)F